ClC1=C2C=NNC2=CC(=C1N)C(F)(F)F 4-chloro-6-(trifluoromethyl)-1H-indazol-5-amine